(S)-4-(2-(4-(2-acetyl-5-chlorophenyl)-5-methoxy-2-oxopyridin-1(2H)-yl)-3-phenylpropanamido)benzoic acid C(C)(=O)C1=C(C=C(C=C1)Cl)C1=CC(N(C=C1OC)[C@H](C(=O)NC1=CC=C(C(=O)O)C=C1)CC1=CC=CC=C1)=O